COC(C1=CC(=C(C=C1)OC1=C(C2=CC=CC=C2C=C1)C1=C(C=CC2=CC=CC=C12)OC1=C(C=C(C(=O)OC)C=C1)C1=CC=CC2=CC=CC=C12)C1=CC=CC2=CC=CC=C12)=O.C1(=C(C=CC2=CC=CC=C12)OC1=C(C=C(C(=O)O)C=C1)C1=CC=CC2=CC=CC=C12)C1=C(C=CC2=CC=CC=C12)OC1=C(C=C(C(=O)O)C=C1)C1=CC=CC2=CC=CC=C12 4,4'-[[1,1'-binaphthalene]-2,2'-diylbis(oxy)]bis[3-(naphthalen-1-yl)benzoic acid] dimethyl-4,4'-[[1,1'-binaphthalene]-2,2'-diylbis(oxy)]bis[3-(naphthalen-1-yl)benzoate]